(2S,6S)-N-((S)-1-cyano-2-(4-(3-methyl-2-oxo-2,3-dihydrobenzo[d]oxazol-5-yl)phenyl)ethyl)-6-methoxy-1,4-oxazocane-2-carboxamide C(#N)[C@H](CC1=CC=C(C=C1)C=1C=CC2=C(N(C(O2)=O)C)C1)NC(=O)[C@H]1OCC[C@@H](CNC1)OC